FC(C1CN(C1)C=1C=NN(C1)C12CC(C1)(C2)N)(F)F 3-{4-[3-(trifluoromethyl)azetidin-1-yl]-1H-pyrazol-1-yl}bicyclo[1.1.1]pentan-1-amine